CN(CCCCCCCCCCCCCCCCCC)CCSSCCN(CCCCCCCCCCC)C N-methyl-N-(2-((2-(methyl(undecyl)amino)ethyl)disulfaneyl)ethyl)octadecan-1-amine